5-methoxy-3-methyl-1H-benz[g]indazole COC=1C=C2C(=NNC2=C2C1C=CC=C2)C